[1-(3-chlorophenyl)-1,4,5,6-tetrahydrocyclopenta[c]pyrazol-3-yl]-(1,4-diazabicyclo[3.2.2]nonan-4-yl)methanone ClC=1C=C(C=CC1)N1N=C(C2=C1CCC2)C(=O)N2CCN1CCC2CC1